C(CC)(=O)OCC1=CC(=CC=C1)OC[C@H](C)NC=1C=NN(C(C1C(F)(F)F)=O)CC1=CC=C(C=C1)OC (S)-3-(2-((1-(4-methoxybenzyl)-6-oxo-5-(trifluoromethyl)-1,6-dihydropyridazin-4-yl)amino)propoxy)benzyl propionate